ClC=1C=CC=2N=CN=C(C2N1)NC1=CC(=C(C=C1)OC1=CC2=C(N(C=N2)C([2H])([2H])[2H])C=C1)C 6-chloro-N-(3-methyl-4-((1-(methyl-d3)-1H-benzo[d]imidazol-5-yl)oxy)phenyl)pyrido[3,2-d]pyrimidin-4-amine